CC=1C=C(C=2N(C(C=C(N2)C2=CC=C(C=C2)C)=O)C1)C(C)NC1=C(C(=O)O)C=CC=C1 2-((1-(7-methyl-4-oxo-2-(p-tolyl)-4H-pyrido[1,2-a]pyrimidin-9-yl)ethyl)amino)benzoic acid